7-chloro-2-((S)-2,2-dimethylcyclopropaneformamido)-2-heptenoic acid ClCCCCC=C(C(=O)O)NC(=O)[C@@H]1C(C1)(C)C